C=C1C(CCCC1)O 2-methylenecyclohexan-1-ol